(E)-3-hexenyl propionate C(CC)(=O)OCC\C=C\CC